COC1=CC=C(CN(S(=O)(=O)C2=C(C=C(CC=3C(=NN(C3CC3CC3)C=3SC=C(N3)C(=O)O)C3=CC(=C(C=C3)F)OC(C)C)C=C2)F)CC2=CC=C(C=C2)OC)C=C1 2-(4-(4-(N,N-bis(4-methoxybenzyl)sulfamoyl)-3-fluorobenzyl)-5-(cyclopropylmethyl)-3-(4-fluoro-3-isopropoxyphenyl)-1H-pyrazol-1-yl)thiazole-4-carboxylic acid